lanthanum-antimony [Sb].[La]